8-((2r,4r)-4-(cyclopropylmethoxy)-1-((5-methoxy-7-methyl-1H-indol-4-yl)methyl)piperidin-2-yl)quinoline-5-carboxylic acid C1(CC1)CO[C@H]1C[C@@H](N(CC1)CC1=C2C=CNC2=C(C=C1OC)C)C1=CC=C(C=2C=CC=NC12)C(=O)O